isothiocyanatoethanol N(=C=S)C(C)O